1-(6'-Fluoro-4-((2R,3S)-2-methyl-3-((methylsulfonyl)methyl)azetidin-1-yl)-[2,2'-bipyridin]-6-yl)-6-(4-methoxypyridin-3-yl)-4-methyl-1H-pyrazolo[4,3-c]pyridine FC1=CC=CC(=N1)C1=NC(=CC(=C1)N1[C@@H]([C@H](C1)CS(=O)(=O)C)C)N1N=CC=2C(=NC(=CC21)C=2C=NC=CC2OC)C